tert-butyl-[(3,6-dihydro-2H-pyran-4-yl)oxy]di(methyl)silane methyl-2-(chloromethyl)-3-[(3-ethylimidazol-4-yl)methyl]benzimidazole-5-carboxylate COC(=O)C1=CC2=C(N=C(N2CC=2N(C=NC2)CC)CCl)C=C1.C(C)(C)(C)[Si](C)(C)OC=1CCOCC1